C(C=C)(=O)NC(C)(C(=O)O)C(=O)O acrylamidoethane-1,1-dicarboxylic acid